FC=1C=C(C=CC1O)C=1OC(C2=C(N1)SC(=C2C)C)=O 2-(3-fluoro-4-hydroxyphenyl)-5,6-dimethyl-4H-thieno[2,3-d][1,3]oxazin-4-one